C(C)(C)C1OCCN1 isopropyl-oxazolidine